5-((2-(4-((4-chloro-3-(hydroxymethyl)benzyl)amino)butoxy)ethyl)amino)benzo[c][2,6]naphthyridine-8-carboxamide ClC1=C(C=C(CNCCCCOCCNC2=NC3=C(C4=CN=CC=C24)C=CC(=C3)C(=O)N)C=C1)CO